4-((S)-2-((S)-2-amino-3-methylbutanamido)-5-ureidopentanamido)benzyl tertbutyl ethane-1,2-diylbis(methylcarbamate) C(CN(C(OC(C)(C)C)=O)C)N(C(OCC1=CC=C(C=C1)NC([C@H](CCCNC(=O)N)NC([C@H](C(C)C)N)=O)=O)=O)C